perfluoroundecanol FC(C(C(C(C(C(C(C(C(C(C(F)(F)F)(F)F)(F)F)(F)F)(F)F)(F)F)(F)F)(F)F)(F)F)(F)F)(O)F